C1(=CC=CC=C1)C1=NC=C(C=C1[C@H](C=C)C1=CC=CC=C1)[C@H](C=C)C1=CC=CC=C1 2-phenyl-3,5-bis((R)-1-phenylallyl)pyridine